6-chloro-7-(triazol-1-yl)-1H-indole-3-sulfonyl chloride ClC1=CC=C2C(=CNC2=C1N1N=NC=C1)S(=O)(=O)Cl